2-(hydroxymethyl)imidazo[1,2-a]thieno[3,2-e]pyrazin-5(4H)-one OCC1=CC=2NC(C=3N(C2S1)C=CN3)=O